[Cl-].[Cl-].[Cl-].[Zn+2].C(=O)(O)CN1CN(C=C1)C 1-carboxymethyl-3-methylimidazole zinc trichloride